(2R)-4-(2,3-dichloro-6-hydroxyphenyl)piperazine-2-carboxamide ClC1=C(C(=CC=C1Cl)O)N1C[C@@H](NCC1)C(=O)N